3-bromo-2-methyl-5-(4,4,5,5-tetramethyl-1,3,2-dioxaborolan-2-yl)benzonitrile BrC=1C(=C(C#N)C=C(C1)B1OC(C(O1)(C)C)(C)C)C